ClC1=C(C=CC(=C1)Cl)C1=NC2=CC=C(C=C2C(=C1CNC(=O)OC(C)(C)C)CN1N=CN=C1)OCC(=O)OCC 2-(2,4-dichlorophenyl)-3-tert-butoxycarbonylaminomethyl-4-(1,2,4-triazol-1-yl)methyl-6-ethoxyformylmethoxyquinoline